ClC1=CC(=C(C=C1F)C1=NC(=NC2=NC(=C(N=C12)C)C)N1C[C@@H](OCC1)C1=CC(=NC=C1)C)F (2S)-4-[4-(4-chloro-2,5-difluoro-phenyl)-6,7-dimethyl-pteridin-2-yl]-2-(2-methyl-4-pyridyl)morpholine